(4-(trifluoromethyl)phenyl)(5-(4-(trifluoromethyl)phenyl)oxazol-2-yl)methanone FC(C1=CC=C(C=C1)C(=O)C=1OC(=CN1)C1=CC=C(C=C1)C(F)(F)F)(F)F